1-(3-(4-nitrophenyl)propionyl)azetidin-2-one [N+](=O)([O-])C1=CC=C(C=C1)CCC(=O)N1C(CC1)=O